SC=1C=C(C=CC1C#N)C1=CC=CC=C1 3-mercapto-[1,1'-biphenyl]-4-carbonitrile